FC=1C=C(C=CC1)[C@H]([C@H]1N([C@H](CC1)CCC)C(=O)OCC1=CC=CC=C1)O Benzyl (2S,5S)-2-((R)-(3-fluorophenyl)(hydroxy)methyl)-5-propylpyrrolidine-1-carboxylate